mentha-2,8-diene-1-ol C1(C=CC(CC1)C(=C)C)(C)O